BrC1=CC=C(C=C1)C=1N=C(SC1)N1C(=NC2=C(C1=O)SC=C2)C(F)(F)F 3-(4-(4-Bromophenyl)thiazol-2-yl)-2-(trifluoromethyl)thieno[3,2-d]pyrimidin-4(3H)-one